FC=1C=C(C=C(C1CN1CC(C1)C(=O)O)OC)C1=C(C(=CC=C1)C1=C(C(=CC=C1)NC1=NC=CC2=CC=CC=C12)C)C 1-((3-fluoro-3''-(isoquinolin-1-ylamino)-5-methoxy-2',2''-dimethyl-[1,1':3',1''-terphenyl]-4-yl)methyl)azetidine-3-carboxylic acid